C(C1=CC=CC=C1)OC[C@H]1N(C[C@@H](C1)O[Si](C)(C)C(C)(C)C)C(=O)OC(C)(C)C tert-butyl (2S,4R)-2-((benzyloxy)methyl)-4-((tert-butyldimethylsilyl)oxy)pyrrolidine-1-carboxylate